t-Butyldimethyl-(3-(4-(methylthio)phenyl)propoxy)silane C(C)(C)(C)[Si](OCCCC1=CC=C(C=C1)SC)(C)C